N-(6-((5-bromo-2-((5-ethyl-2-methoxy-4-(4-(1-methylpiperidin-4-yl)piperazin-1-yl)phenyl)amino)pyrimidin-4-yl)amino)quinoxalin-5-yl)-N-methylmethanesulfonamide BrC=1C(=NC(=NC1)NC1=C(C=C(C(=C1)CC)N1CCN(CC1)C1CCN(CC1)C)OC)NC=1C(=C2N=CC=NC2=CC1)N(S(=O)(=O)C)C